tert-butyl N-[(1S)-1-[3-(3,5-difluorophenyl)-1,2,4-oxadiazol-5-yl]ethyl]carbamate FC=1C=C(C=C(C1)F)C1=NOC(=N1)[C@H](C)NC(OC(C)(C)C)=O